ClC=1C(=C(C(=C(C1)[C@H]1[C@@H](O[C@]([C@H]1C)(C(F)(F)F)C)C(=O)NC1=CC(=NC=C1)C(=O)OC)OC)F)F Methyl 4-[[(2R,3S,4S,5R)-3-(5-chloro-3,4-difluoro-2-methoxy-phenyl)-4,5-dimethyl-5-(trifluoromethyl)tetrahydrofuran-2-carbonyl]amino]pyridine-2-carboxylate